bis(1,3-dibutoxypropan-2-yl)phosphoric acid C(CCC)OCC(COCCCC)OP(OC(COCCCC)COCCCC)(O)=O